C(#N)CN1N=CC2=C(C=CC(=C12)C(F)(F)F)NC(OC(C)(C)C)=O tert-butyl (1-(cyanomethyl)-7-(trifluoromethyl)-1H-indazol-4-yl)carbamate